1-bromo-4-(3-methoxypropoxy)benzene BrC1=CC=C(C=C1)OCCCOC